C(C1=CC=CC=C1)N1CCC(=CC1)OC1CC(C1)CO ((1r,3r)-3-((1-Benzyl-1,2,3,6-tetrahydropyridin-4-yl)oxy)cyclobutyl)methanol